5-bromo-2-fluoro-N-hydroxyiminobenzyl chloride BrC=1C=CC(=C(C(=NO)Cl)C1)F